CC=1C=CC(=C(C1)O)[C@H](C)CCC=C(C)C 5-Methyl-2-[(2R)-6-methylhept-5-en-2-yl]phenol